(1S,2S)-4-(tert-butyldimethylsilyloxy)-1-phenylbutane-1,2-diol [Si](C)(C)(C(C)(C)C)OCC[C@@H]([C@@H](O)C1=CC=CC=C1)O